C(C)(C)(C)C=1C(=NN2C1N=C(C=C2C=2C=NNC2)N2CC1=CC=CC=C1C2)C(=O)NC2=CC(=CC=C2)O (tert-butyl)-N-(3-hydroxyphenyl)-5-(isoindolin-2-yl)-7-(1H-pyrazol-4-yl)pyrazolo[1,5-a]pyrimidine-2-carboxamide